ethyl (S)-5-(2-((((9H-fluoren-9-yl)methoxy)carbonyl)amino)-3-(tert-butoxy)-3-oxopropyl)imidazo[1,2-a]pyridine-2-carboxylate C1=CC=CC=2C3=CC=CC=C3C(C12)COC(=O)N[C@@H](CC1=CC=CC=2N1C=C(N2)C(=O)OCC)C(=O)OC(C)(C)C